N-(bicyclo[2.1.1]hexan-1-yl)-6-(4-fluorophenyl)-4-hydroxy-1-(2-morpholinoethyl)-2-oxo-1,2-dihydro-1,8-naphthyridine-3-carboxamide C12(CCC(C1)C2)NC(=O)C=2C(N(C1=NC=C(C=C1C2O)C2=CC=C(C=C2)F)CCN2CCOCC2)=O